2-(2-cyanoprop-2-yl)-N-(6-methyl-5-(7-(methylamino)-1,6-naphthyridin-3-yl)pyridin-3-yl)isonicotinamide C(#N)C(C)(C)C=1C=C(C(=O)NC=2C=NC(=C(C2)C=2C=NC3=CC(=NC=C3C2)NC)C)C=CN1